[Si](C1=CC=CC=C1)(C1=CC=CC=C1)(C(C)(C)C)O[C@@H]1[C@H]2[C@@H](N([C@@H]([C@@H]1O[Si](C1=CC=CC=C1)(C1=CC=CC=C1)C(C)(C)C)C2)C(=O)OC(C)(C)C)C#C tert-butyl (1R,3R,4R,5R,6S)-5,6-bis((tert-butyldiphenylsilyl)oxy)-3-ethynyl-2-azabicyclo[2.2.1]heptane-2-carboxylate